F[C@@H]1C[C@@]2(CCCN2C1)COC=1N=C(C2=C(N1)CC1(OC2)CCCC2=CC=C(C=C21)N)N2CCOCCC2 2'-(((2R,7aS)-2-Fluorotetrahydro-1H-pyrrolizin-7a(5H)-yl)methoxy)-4'-(1,4-oxazepan-4-yl)-3,4,5',8'-tetrahydro-2H-spiro[naphthalene-1,7'-pyrano[4,3-d]pyrimidin]-7-amine